O=C1N(C(C2=CC=CC=C12)=O)CC=1C2=C(C(NN1)=O)C=NC(=C2)C2=C(N(N=C2)C)C2=C(C#N)C(=CC=C2)CC 2-[4-[1-[(1,3-dioxoisoindolin-2-yl)methyl]-4-oxo-3H-pyrido[3,4-d]pyridazin-7-yl]-2-methyl-pyrazol-3-yl]-6-ethylbenzonitrile